(S)-3-(4-Acetyl-1H-pyrazol-1-yl)-N-(4-cyano-3-(trifluoromethyl)phenyl)-2-hydroxy-2-methylpropanamide C(C)(=O)C=1C=NN(C1)C[C@](C(=O)NC1=CC(=C(C=C1)C#N)C(F)(F)F)(C)O